C(CCCCC)(=O)N[C@@H](CS)C(=O)N1[C@@H](CCC1)C(=O)N1[C@@H](CCC1)C(=O)N[C@@H]([C@H](O)C)C(=O)N[C@@H](CCC(N)=O)C(=O)N[C@@H](CC1=CC=CC=C1)C(=O)N[C@@H](CS)C(=O)O hexanoyl-L-cysteinyl-L-prolyl-L-prolyl-L-threonyl-L-glutaminyl-L-phenylalanyl-L-cysteine